(2E)-3-{1-[2-(dimethylamino)ethyl]-4-methyl-1H-benzotriazol-5-yl}prop-2-enoic acid ethyl ester C(C)OC(\C=C\C1=C(C2=C(N(N=N2)CCN(C)C)C=C1)C)=O